5-cyclobutyl-3-(ethyl-(tetrahydro-2H-pyran-4-yl)amino)-2-methylbenzoic acid methyl ester COC(C1=C(C(=CC(=C1)C1CCC1)N(C1CCOCC1)CC)C)=O